4-{5-[5-fluoro-6-(2-methoxy-ethoxy)-1H-indazol-3-yl]-isoxazol-3-yl}-benzoic acid FC=1C=C2C(=NNC2=CC1OCCOC)C1=CC(=NO1)C1=CC=C(C(=O)O)C=C1